C(C)(C)(C)C1=NSC(=N1)NC(=O)N1C[C@@H]2[C@H](C1)CC(C2)N(C2=C1C(=NC=C2C#N)NC=C1)C (3ar,5s,6as)-4-({2-[(3-tert-butyl-1,2,4-thiadiazol-5-yl)-carbamoyl]-hexahydrocyclopenta[c]pyrrol-5-yl}-methyl-amino)-1H-pyrrolo[2,3-b]pyridine-5-carbonitrile